C(C)(C)(C)OC(=O)N1CC2=CC=C(C=C2CC1)C1=NC(=C(C2=C1CCC2)C2=C(C=CC=C2)OCCOC)O 6-[3-hydroxy-4-[2-(2-methoxyethoxy)phenyl]-6,7-dihydro-5H-cyclopenta[c]pyridin-1-yl]-3,4-dihydro-1H-isoquinoline-2-carboxylic acid tert-butyl ester